tert-butyl (S)-(7-(3-cyclohexylpropoxy)-5-methyl-4-oxo-2,3,4,5-tetrahydrobenzo[b][1,4]-oxazepin-3-yl)carbamate C1(CCCCC1)CCCOC1=CC2=C(OC[C@@H](C(N2C)=O)NC(OC(C)(C)C)=O)C=C1